C(C)(C)(C)OC(NC1=CC(=C(C=C1)C)C=1C=NC=CC1)=O (4-methyl-3-pyridin-3-yl-phenyl)-carbamic acid tert-butyl ester